CC1=CC=C(C=C1)SC1=C(C(C#N)=CC=C1)C#N 3-(4-methylphenylthio)phthalonitrile